N-[2-[6-(3-cyclopropyl-1,2,4-triazol-1-yl)-2-azaspiro[3.3]heptane-2-carbonyl]-2-azaspiro[3.3]heptan-6-yl]-3-(trifluoromethyl)benzenesulfonamide C1(CC1)C1=NN(C=N1)C1CC2(CN(C2)C(=O)N2CC3(C2)CC(C3)NS(=O)(=O)C3=CC(=CC=C3)C(F)(F)F)C1